C(CCC)N1C(C2=CN=CC=C2C(=C1)C1=CC(=C(OC2CCN(CC2)C(=O)OC(C)(C)C)C=C1)F)=O tert-butyl 4-(4-(2-butyl-1-oxo-1,2-dihydro-2,7-naphthyridin-4-yl)-2-fluorophenoxy)piperidine-1-carboxylate